OC1CN(CC1)C(=O)N 3-hydroxy-1-pyrrolidinecarboxamide